5'-phosphoribose O=P(O)(O)OC[C@H]1O[C@@H](O)[C@H](O)[C@@H]1O